5-fluoro-1-((4aR,6R,7aS)-2-(3-fluorophenethoxy)-2-oxotetrahydro-4H-furo[3,2-d][1,3,2]dioxaphosphorin-6-yl)pyrimidine-2,4(1H,3H)-dione FC=1C(NC(N(C1)[C@H]1C[C@@H]2OP(OC[C@H]2O1)(=O)OCCC1=CC(=CC=C1)F)=O)=O